OC(COC1=CC(=C(C=C1)C(\C=C\C1=CC(=C(C=C1)OC)O)=O)O)CO (E)-1-[4-(2,3-Dihydroxypropoxy)-2-hydroxyphenyl]-3-(3-hydroxy-4-methoxyphenyl)prop-2-en-1-one